3-amino-6-bromoquinolin NC=1C=NC2=CC=C(C=C2C1)Br